5-(4,4,5,5-tetramethyl-1,3,2-dioxaborolan-2-yl)benzo-[4,5]Thieno[3,2-h]Isoquinoline CC1(OB(OC1(C)C)C1=C2C=CN=CC2=C2C(=C1)C1=C(S2)C=CC=C1)C